1,6,7,8-tetrahydro-2H-indeno[5,4-B]furan C1C2=C(OC1)C=CC=1CCCC12